perfluorobenzophenone FC1=C(C(=O)C2=CC=CC=C2)C(=C(C(=C1F)F)F)F